C(CCCCCCCCCCC\C=C/CCCCCCCC)(=O)O.OCC(O)CO.OCC(O)CO.OCC(O)CO Triglycerol Monoerucate